FC1=C2C[C@@H](N(C2=CC(=C1N1CC(N[SH2]1=O)=O)O)C)CNCC(C)C 5-[(2R)-4-fluoro-6-hydroxy-1-methyl-2-{[(2-methylpropyl)amino]methyl}-2,3-dihydro-1H-indol-5-yl]-1λ6,2,5-thiadiazolidine-1,3-dione